(5S)-5-[(1,1-Difluoro-5-azaspiro[2.3]hex-5-yl)carbonyl]-2-(4-methylbenzyl)-5,6,7,8-tetrahydro[1,2,4]triazolo[4,3-a]pyridin-3(2H)-on FC1(CC12CN(C2)C(=O)[C@@H]2CCCC=1N2C(N(N1)CC1=CC=C(C=C1)C)=O)F